2-[2-(6-Cyclopropylpyridin-3-yl)-5-(ethylsulfonyl)-1-methyl-1H-imidazol-4-yl]-6,6,7,7-tetrafluoro-1-methyl-6,7-dihydro-1H-[1,4]dioxino[2,3-f]benzimidazole C1(CC1)C1=CC=C(C=N1)C=1N(C(=C(N1)C1=NC2=C(N1C)C=C1C(=C2)OC(C(O1)(F)F)(F)F)S(=O)(=O)CC)C